F[C@H]1CN(C[C@@H]([C@H]1NC(=O)C1=CC(=CC2=C(C=NN12)C=C(F)F)C#CCNC1=C(C=C(C(=C1)F)C(NC)=O)OC)C)C N-[(3S,4R,5S)-3-fluoro-1-methyl-5-methyl-4-piperidyl]-3-(2,2-difluoroethenyl)-5-{3-[5-fluoro-2-methoxy-4-(N-methylcarbamoyl)phenylamino]-1-propynyl}-1,7a-diaza-7-indenecarboxamide